4-amino-1-(3-fluoroprop-1-en-2-yl)-1H-pyrazolo[3,4-d]pyrimidine-3-carboxylic acid NC1=C2C(=NC=N1)N(N=C2C(=O)O)C(=C)CF